ClC1=C(C=CC(=C1)F)C(CC(=O)NC1=CC(=CC=C1)O[C@@H](C(N1CCCCC1)=O)C)=O (R)-3-(2-chloro-4-fluorophenyl)-3-oxo-N-(3-((1-oxo-1-(piperidin-1-yl)propan-2-yl)oxy)phenyl)propanamide